C1(CCC1)OC1=CC=C2C=NN(C2=C1)C1=CC(=C(C(=C1)F)N1CC(CC1)CC(=O)O)F 2-[1-[4-[6-(cyclobutoxy)indazol-1-yl]-2,6-difluoro-phenyl]pyrrolidin-3-yl]acetic acid